C(#N)N1CCC2(CC(C2)N2N=CC(=C2C)C=2C=C(C=3N(C2)N=CC3C#N)OC(CO)C3=NC=C(C=C3)F)CC1 6-[1-(7-Cyano-7-azaspiro[3.5]nonan-2-yl)-5-methyl-pyrazol-4-yl]-4-[1-(5-fluoro-2-pyridyl)-2-hydroxy-ethoxy]pyrazolo[1,5-a]pyridine-3-carbonitrile